BrCC(=O)C1=C(C=CC(=C1)Br)O 2-bromo-1-(5-bromo-2-hydroxyphenyl)-ethanone